1,1-dioxo-5-(2,3-difluorophenyl)-3-(methylsulfonyl)-6-methyl-2,3-dihydro[1,3]thiazolo[4,5-b]pyridine O=S1(CN(C2=NC(=C(C=C21)C)C2=C(C(=CC=C2)F)F)S(=O)(=O)C)=O